FC1=CC(=C2C=NNC2=C1)C1=NC(=CC(=N1)N=S(=O)(C)C)N1[C@@H](COCC1)C (R)-((2-(6-fluoro-1H-indazol-4-yl)-6-(3-methylmorpholino)-pyrimidin-4-yl)imino)-dimethyl-λ6-sulfanone